5-(3-fluorophenyl)-N-[(3S,4S)-4-hydroxyoxolan-3-yl]-6-[4-(trifluoromethyl)phenoxy]pyridine-3-carboxamide FC=1C=C(C=CC1)C=1C=C(C=NC1OC1=CC=C(C=C1)C(F)(F)F)C(=O)N[C@H]1COC[C@H]1O